BrC=1C=C2C(=NC1)N(C(N2CC=2N=NN(C2)C)=O)C 6-bromo-3-methyl-1-((1-methyl-1H-1,2,3-triazol-4-yl)methyl)-1,3-dihydro-2H-imidazo[4,5-b]pyridin-2-one